ClC1=NC=C(C(=C1)C1=C(C=NC(=C1)C)C(=O)NC=1SC2=C(N1)CN(C2)C(C2=NC(=C(C=C2C)C(F)F)OC)=O)OC 2'-chloro-N-(5-(5-(difluoro-methyl)-6-methoxy-3-methyl-picolinoyl)-5,6-dihydro-4H-pyrrolo[3,4-d]thiazol-2-yl)-5'-methoxy-6-methyl-[4,4'-bipyridine]-3-carboxamide